2-bromo-N-((1S,2R)-2-hydroxycyclohexyl)-11-oxo-11H-pyrido[2,1-b]quinazoline-6-carboxamide BrC=1C=C2C(N3C(=NC2=CC1)C(=CC=C3)C(=O)N[C@@H]3[C@@H](CCCC3)O)=O